S-Phenyl 4-chlorobenzothioate ClC1=CC=C(C(SC2=CC=CC=C2)=O)C=C1